COCCOC1(CC(CCC1)(C)C)CN1N=CC(=C1C)B1OC(C(O1)(C)C)(C)C 1-((1-(2-methoxyethoxy)-3,3-dimethylcyclohexyl)methyl)-5-methyl-4-(4,4,5,5-tetramethyl-1,3,2-dioxaborolan-2-yl)-1H-pyrazole